3-((2-amino-3-((tetrahydro-2H-pyran-4-yl)oxy)pyridin-4-yl)methoxy)-5-(2,5-dimethyl-1,2,3,4-tetrahydroisoquinolin-7-yl)pyrazin-2-amine NC1=NC=CC(=C1OC1CCOCC1)COC=1C(=NC=C(N1)C1=CC(=C2CCN(CC2=C1)C)C)N